dimethyl-ethanolamine iodide [I-].CN(CCO)C